CC1(CCC(CC1)C1=CC=C(C=C1)NCCN1C(CCC1)=O)C 1-(2-((4-(4,4-dimethylcyclohexyl)phenyl)amino)ethyl)pyrrolidin-2-one